N,N-bis((3-amino)propyl)biphenyl-methanamide bis(trifluoroacetate) FC(C(=O)O)(F)F.FC(C(=O)O)(F)F.NCCCN(C(=O)C=1C(=CC=CC1)C1=CC=CC=C1)CCCN